N-tert-butyl-2-[methyl({2-[4-(oxetan-3-yloxy)pyridin-2-yl]-5H,6H,7H-cyclopenta[d]pyrimidin-4-yl})amino]acetamide C(C)(C)(C)NC(CN(C=1C2=C(N=C(N1)C1=NC=CC(=C1)OC1COC1)CCC2)C)=O